C(C)(C)N1N=CN=C1C1=NC=CC=C1COC1=CN=C(C=C1C=O)OC 5-((2-(2-isopropyl-2H-1,2,4-triazol-3-yl)pyridin-3-yl)methoxy)-2-methoxyisonicotinaldehyde